3-methylquinoline CC=1C=NC2=CC=CC=C2C1